[N+](=O)([O-])C1=CC=C(C=N1)N1CCC(CC1)CNC(OC(C)(C)C)=O tert-butyl ((1-(6-nitropyridin-3-yl)piperidin-4-yl)methyl)carbamate